1-(tert-butyl)-9,10-bis(n-pentylcarbonyloxy)anthracene C(C)(C)(C)C1=CC=CC2=C(C3=CC=CC=C3C(=C12)OC(=O)CCCCC)OC(=O)CCCCC